Cl.Cl.NCC=1C=C(C(=N)N)C=CC1 3-(aminomethyl)benzamidine dihydrochloride